1-methyl-3-(4-fluorophenyl)-2,4-dioxo-1,2,3,4-tetrahydropyrimidine-5-carboxylic acid CN1C(N(C(C(=C1)C(=O)O)=O)C1=CC=C(C=C1)F)=O